(5,7-Difluoroquinolin-8-yl)pyridine-2,6-diamine FC1=C2C=CC=NC2=C(C(=C1)F)C=1C(=NC(=CC1)N)N